2,6-diethyl-4-methylphenyl-hydrazine hydrochloride Cl.C(C)C1=C(C(=CC(=C1)C)CC)NN